BrC=1C=CC=2C=3C4=C(C=CC3C(C2C1)=O)C=CC=C4 9-bromo-7H-benzo[c]fluoren-7-one